NC1=CC(=C2C(N(CCCCC[C@@](C3=NN=C(C1=N2)O3)(C(F)(F)F)O)[C@@H](C)C3=CC=C(C=C3)OC(F)(F)F)=O)C(F)(F)F (6R)-17-amino-6-hydroxy-12-[(1S)-1-[4-(trifluoromethoxy)phenyl]ethyl]-6,15-bis(trifluoromethyl)-19-oxa-3,4,12,18-tetrazatricyclo[12.3.1.12,5]nonadeca-1(18),2,4,14,16-pentaen-13-one